(2R,3R,4R,5R)-5-(4-fluorophenyl)-2-(hydroxymethyl)tetrahydro-2H-pyran-3,4-diol FC1=CC=C(C=C1)[C@H]1[C@H]([C@H]([C@H](OC1)CO)O)O